tert-Butyl 3-(((3-(dimethylamino)propyl)(3-((2-(4-methoxyphenyl)quinolin-4-yl)amino)propyl) amino)methyl)azetidine-1-carboxylate CN(CCCN(CCCNC1=CC(=NC2=CC=CC=C12)C1=CC=C(C=C1)OC)CC1CN(C1)C(=O)OC(C)(C)C)C